C(CCC(=O)N)(=O)N 1,4-Butandiamid